COC1=NNC2=CC=C(C=C12)C1=CN=C2N1N=C(C=C2)N2C[C@@H](O[C@@H](C2)C)C (2S,6R)-4-(3-(3-methoxy-1H-indazol-5-yl)imidazo[1,2-b]pyridazin-6-yl)-2,6-dimethylmorpholine